(6S,8R)-7-((1-fluorocyclopropyl)methyl)-6-(4-((1-(3-fluoropropyl)azetidin-3-yl)oxy)-2-methoxyphenyl)-8-methyl-6,7,8,9-tetrahydro-3H-pyrazolo[4,3-f]isoquinoline FC1(CC1)CN1[C@@H](C2=CC=C3C(=C2C[C@H]1C)C=NN3)C3=C(C=C(C=C3)OC3CN(C3)CCCF)OC